C(C)(C)N1CCC(CC1)C1=CC=C(C=C1)C=1C=C2N(N=CC=C2N2CCN(CC2)C(=O)OC(C(=O)OCC2=CC=CC=C2)CO[Si](C2=CC=CC=C2)(C2=CC=CC=C2)C(C)(C)C)C1 1-(benzyloxy)-3-(tert-butyldiphenylsilyloxy)-1-oxopropan-2-yl 4-(6-(4-(1-isopropylpiperidin-4-yl)phenyl)pyrrolo[1,2-b]pyridazin-4-yl)piperazine-1-carboxylate